CC[NH-] 2-ethylamid